rac-(R)-6-((tert-butyldiphenylsilyl)oxy)-6-cyclopropyl-4-(4,6-dichloro-1,3,5-triazin-2-yl)-1,4-oxazepane [Si](C1=CC=CC=C1)(C1=CC=CC=C1)(C(C)(C)C)O[C@@]1(CN(CCOC1)C1=NC(=NC(=N1)Cl)Cl)C1CC1 |r|